3-(carbamimidoyl-sulfanyl)butanoic acid C(N)(=N)SC(CC(=O)O)C